C(C)(C)NS(OCC(=O)NC=1SC(=C(N1)C)OC1=CC(=CC=C1)Cl)(=O)=O 2-((5-(3-chlorophenoxy)-4-methylthiazol-2-yl)amino)-2-oxoethyl isopropylsulfamate